1-(3-((4-((4'-fluoro-4-methoxy-[1,1'-biphenyl]-3-yl)amino)-7-methoxy-quinazolin-6-yl)oxy)pyrrolidin-1-yl)prop-2-en-1-one FC1=CC=C(C=C1)C1=CC(=C(C=C1)OC)NC1=NC=NC2=CC(=C(C=C12)OC1CN(CC1)C(C=C)=O)OC